N-p-methoxybenzylbutylsuccinimide COC1=CC=C(CCCCCN2C(CCC2=O)=O)C=C1